5-hydroxy-N-(isoxazol-4-yl)-1-methyl-6-oxo-2-(pyridin-3-yl)-1,6-dihydropyrimidine-4-carboxamide OC1=C(N=C(N(C1=O)C)C=1C=NC=CC1)C(=O)NC=1C=NOC1